N'-(4-chlorophenyl)-4-((4-chlorophenyl)amino)-4-(2,4-dioxopyrrolidin-3-ylidene)butyrylhydrazine ClC1=CC=C(C=C1)NNC(CCC(=C1C(NCC1=O)=O)NC1=CC=C(C=C1)Cl)=O